FC=1C(=NC(=NC1)NC=1C=NN(C1)C(F)(F)F)OCC1CCC(CC1)O (1R,4R)-4-(((5-fluoro-2-((1-(trifluoromethyl)-1H-pyrazol-4-yl)amino)pyrimidin-4-yl)oxy)methyl)cyclohexan-1-ol